C(C)OC(=O)C1(CCC(CC1)O[Si](C)(C)C(C)(C)C)C(C(=O)C1=CC=C(C=C1)Br)C(=O)OCC 1-(4-bromophenyl)-3-ethoxy-1,3-dioxopropan-2-yl-cis-4-((tert-butyldimethylsilyl)oxy)cyclohexane-1-carboxylic acid ethyl ester